FC1=C(C=CC=2NC(=NC21)[C@@H](NC(=O)C=2C(=NOC2)C)C2CCC(CC2)C)C2N(CCOC2)C(=O)OC(C)(C)C tert-Butyl 3-(4-fluoro-2-{(S)-(4-methylcyclohexyl)[(3-methylisoxazole-4-carbonyl)-amino]methyl}-1H-benzimidazol-5-yl)morpholine-4-carboxylate